CN1N=CC(=C1)C=1C=C(C=CC1)S(=O)(=O)N1CCC2(CC(CO2)NC[C@@H](COC2=CC(=CC=C2)S(=O)(=O)C)O)CC1 (2S)-1-(8-(3-(1-methyl-1H-pyrazol-4-yl)benzenesulfonyl)-1-oxa-8-azaspiro[4.5]decan-3-ylamino)-3-(3-(methylsulfonyl)phenoxy)propan-2-ol